3-(2-(2-Aminopyridin-3-yl)-3-(4-(hydroxymethyl)phenyl)-3H-imidazo[4,5-b]pyridin-5-yl)-1-methylpyridin-2(1H)-one NC1=NC=CC=C1C1=NC=2C(=NC(=CC2)C=2C(N(C=CC2)C)=O)N1C1=CC=C(C=C1)CO